CC1=C(C=CC(=C1)C)N1C(=NC=C1C1=CC=CC=C1)C(=O)C1=CC=CC=C1 (1-(2,4-dimethylphenyl)-5-phenyl-1H-imidazol-2-yl)(phenyl)methanone